3-Fluoropropionic Anhydride FCCC(=O)OC(CCF)=O